BrC=1C=C(C=CC1C)NC(C1=CC(=NC=C1)C(C)(C)O)=O N-(3-bromo-4-methylphenyl)-2-(2-hydroxypropan-2-yl)isonicotinamide